N=1ON=C2C1C=CC(=C2)C2=NOC(=N2)C=2C=CC1=C(C(CC(O1)(CC)CC)=O)C2 6-[3-(2,1,3-benzoxadiazol-5-yl)-1,2,4-oxadiazol-5-yl]-2,2-diethyl-3,4-dihydro-2H-1-benzopyran-4-one